(S)- and (R)-4-(2-((2-(6,7-dichloro-1H-indol-3-yl)-2-oxo-1-phenylethyl)amino)ethyl)benzenesulfonamide ClC1=CC=C2C(=CNC2=C1Cl)C([C@H](C1=CC=CC=C1)NCCC1=CC=C(C=C1)S(=O)(=O)N)=O |r|